6-(2,4-dimethoxypyrimidin-5-yl)-8-((1S,2S)-2-(1-(5-(trifluoromethyl)pyridin-2-yl)-1H-indazol-6-yl)cyclopropyl)imidazo[1,2-b]pyridazine COC1=NC=C(C(=N1)OC)C=1C=C(C=2N(N1)C=CN2)[C@@H]2[C@H](C2)C2=CC=C1C=NN(C1=C2)C2=NC=C(C=C2)C(F)(F)F